[Br-].C(CCCCCCCCCCC)[NH3+] n-dodecylammonium bromide